C(C)(C)(C)C1=C(C(=NN1C(F)F)OC1=CC(=CC=C1)Cl)C(=O)OC methyl 5-(tert-butyl)-3-(3-chlorophenoxy)-1-(difluoromethyl)-1H-pyrazole-4-carboxylate